(1R,3aS,7aR)-N-((S)-4-hydroxy-3-oxo-1-((S)-2-oxopiperidin-3-yl)butan-2-yl)-2-(4-methoxy-1H-indole-2-carbonyl)octahydro-1H-isoindole-1-carboxamide OCC([C@H](C[C@H]1C(NCCC1)=O)NC(=O)[C@@H]1N(C[C@H]2CCCC[C@@H]12)C(=O)C=1NC2=CC=CC(=C2C1)OC)=O